N=1NN=NC1C1=NC=2C(=C3C(=NC2)NC=C3)N1C1CCC(CC1)CC#N 2-((1r,4r)-4-(2-(2H-tetrazol-5-yl)imidazo[4,5-d]Pyrrolo[2,3-b]Pyridin-1(6H)-yl)cyclohexyl)acetonitrile